1-((benzo[d]thiazol-2-ylamino)(1,3,5-trimethyl-1H-pyrazol-4-yl)methyl)naphthalen-2-ol S1C(=NC2=C1C=CC=C2)NC(C2=C(C=CC1=CC=CC=C21)O)C=2C(=NN(C2C)C)C